(2s,4S)-N-((1s,3S)-3-(3-(tert-Butyl)phenyl)cyclobutyl)-N-methyl-6-oxo-7-oxa-5-azaspiro[3.4]octane-2-carboxamide C(C)(C)(C)C=1C=C(C=CC1)C1CC(C1)N(C(=O)C1CC2(C1)NC(OC2)=O)C